2-[4-(4-hydroxypiperidin-1-yl)-6-(4-methoxymethyl-1-piperidinyl)pyrimidin-2-ylamino]-4-methylthiazole-5-carboxylic acid ethyl ester C(C)OC(=O)C1=C(N=C(S1)NC1=NC(=CC(=N1)N1CCC(CC1)O)N1CCC(CC1)COC)C